(3aR,5s,6aS)-2-(pyridazin-4-ylmethyl)-N-(6-(2,3,5-trifluorophenyl)pyridazin-3-yl)octahydrocyclopenta[c]pyrrol-5-amine N1=NC=C(C=C1)CN1C[C@@H]2[C@H](C1)CC(C2)NC=2N=NC(=CC2)C2=C(C(=CC(=C2)F)F)F